(6-(hydroxymethyl)pyridin-3-yl)boronic acid hydrochloride Cl.OCC1=CC=C(C=N1)B(O)O